N-(4'-((1R,2S)-2-(((cis)-4-aminocyclohexyl)amino)cyclopropyl)-[1,1'-biphenyl]-3-yl)piperazine-1-sulfonamide N[C@H]1CC[C@H](CC1)N[C@@H]1[C@H](C1)C1=CC=C(C=C1)C1=CC(=CC=C1)NS(=O)(=O)N1CCNCC1